ClC1=C(COC=2C(=NC=C(C2)C2=CC=CC=C2)N)C(=CC=C1)F 3-(2-chloro-6-fluoro-benzyloxy)-5-phenyl-pyridin-2-ylamine